C(C)N1C2=CC=CC=C2C=2C=C(C=CC12)CNC(CCC1=CC(=CC=2C3=CC=CC=C3NC12)C(=O)N)C 3-((9-ethyl-9H-carbazol-3-yl)methylamino)butyl-9H-carbazol-3-carboxamide